2-(6-(2,4-dinitrophenoxy)quinolin-5-yl)-3-phenylacrylaldehyde [N+](=O)([O-])C1=C(OC=2C(=C3C=CC=NC3=CC2)C(C=O)=CC2=CC=CC=C2)C=CC(=C1)[N+](=O)[O-]